(S)-3-(2,4-difluorobenzyl)pentan-2-one FC1=C(C[C@@H](C(C)=O)CC)C=CC(=C1)F